8,8-dimethyl-2-(1-methyl-6-oxo-1,6-dihydropyridine-3-carbonyl)-7-oxo-2-azaspiro[3.5]non-5-ene-6-carbonitrile CC1(C(C(=CC2(CN(C2)C(=O)C2=CN(C(C=C2)=O)C)C1)C#N)=O)C